[O-]S(=O)(=O)C(F)(F)F.ClC=1C=C2CCN(CC2=CC1)S(=O)(=O)N1C(=[N+](C=C1)C)C 1-((6-chloro-3,4-dihydroisoquinolin-2(1H)-yl)sulfonyl)-2,3-dimethyl-1H-imidazol-3-ium triflate